1-(5-(3-fluoro-4-(hydroxymethyl)phenyl)-1H-indol-3-yl)-3-(4-((trifluoromethyl)thio)phenyl)urea FC=1C=C(C=CC1CO)C=1C=C2C(=CNC2=CC1)NC(=O)NC1=CC=C(C=C1)SC(F)(F)F